ClC=1C(=CC2=C(N(C(O2)=O)C(C(=O)OCC(CO)(CO)N)C)C1)OCC1=CN=C(O1)C 2-amino-2-(hydroxymethyl)propane-1,3-diol 3-(5-chloro-6-((2-methyloxazol-5-yl)methoxy)-2-oxobenzo[d]oxazol-3(2H)-yl)propanoate